1-chloron-decane ClCCCCCCCCCC